COC(=O)C=1C=C(C=C(C1)N1N=NC(=C1)C1=CC=C(C=C1)C(F)(F)F)C1=CC=C(C=C1)NC(=O)OC(C)(C)C 4'-((tert-Butoxycarbonyl)amino)-5-(4-(4-(trifluoromethyl)phenyl)-1H-1,2,3-triazol-1-yl)-[1,1'-biphenyl]-3-carboxylic acid methyl ester